O=C(CN1N=C(C=C1C(=O)OCC)C(=O)OCC)C diethyl 1-(2-oxopropyl)-1H-pyrazole-3,5-dicarboxylate